ClC=1C=C(C=C(C1)NS(=O)(=O)C)NC(=O)C1=CN(C(=C1)C1=NC=C(C=C1F)OC1CN(C1)CC(F)F)C N-(3-chloro-5-(methylsulfonylamino)phenyl)-5-(5-((1-(2,2-difluoroethyl)azetidin-3-yl)oxy)-3-fluoropyridin-2-yl)-1-methyl-1H-pyrrole-3-carboxamide